5-chloro-N-(4-[4-[2-(dimethylamino)ethoxy]-3-methyl-1-(oxan-2-yl)pyrazolo[3,4-d]pyrimidin-6-yl]phenyl)-2-fluorobenzenesulfonamide ClC=1C=CC(=C(C1)S(=O)(=O)NC1=CC=C(C=C1)C1=NC(=C2C(=N1)N(N=C2C)C2OCCCC2)OCCN(C)C)F